2,3,3a,4,5,9b-hexahydrofuro[3,2-c]quinoline-8-sulfonamide O1CCC2CNC=3C=CC(=CC3C21)S(=O)(=O)N